C(C=C)C(CO)(CO)C 2-allyl-2-methyl-1,3-propylene glycol